(2-hydroxy-6-(trifluoromethyl)phenyl)dihydroxyboronic acid OC1=C(C(=CC=C1)C(F)(F)F)B(OO)OO